N1=C2N=C(C=C1)C(=O)OC2=O pyrimidine-2,4-dicarboxylic acid anhydride